CO[C@H]1[C@@H](SC=2C(=NC=C(C2)Br)C#N)O[C@@H]([C@@H]([C@@H]1N1N=NC(=C1)C=1SC=CN1)O)CO 5-bromo-2-cyano-pyridin-3-yl 3-deoxy-2-O-methyl-3-[4-(2-thiazolyl)-1H-1,2,3-triazol-1-yl]-1-thio-α-D-galactopyranoside